C1(=C2N(C=N1)CCC2)C(C(=O)NC=2SC=CN2)N2C(C1=CC(=CC(=C1C2)F)C2=CC=C(C=C2)N2CCN(CC2)CC2=CC(=CC=C2)C2C(NC(CC2)=O)=O)=O 2-(6,7-dihydro-5H-pyrrolo[1,2-c]imidazol-1-yl)-2-(6-(4-(4-(3-(2,6-dioxopiperidin-3-yl)benzyl)piperazin-1-yl)phenyl)-4-fluoro-1-oxoisoindolin-2-yl)-N-(thiazol-2-yl)acetamide